FC1(OC(OC1(C(F)(F)F)F)C(F)(F)F)F 4,4,5-trifluoro-2,5-bis(trifluoromethyl)-1,3-dioxolane